C(C1=CC=CC=C1)ON1[C@@H]2CC[C@H](N(C1=O)C2)C(=O)O (2S,5R)-6-(benzyloxy)-7-oxo-1,6-diazabicyclo[3.2.1]octane-2-formic acid